CC1C(CCCC1)NC(=O)CC(CC(=O)NC1C(CCCC1)C)C(=O)NC1C(CCCC1)C N,N',N''-tris-(2-methylcyclohexyl)-1,2,3-propane-tricarboxamide